BrC=1C(=C(C=CC1)CC(=O)N(C)C)OC 2-(3-bromo-2-methoxyphenyl)-N,N-dimethylacetamide